FC(CC(C(=O)C1=CC=CC=C1)C1=CC=CC=C1)(C(C(C(F)(F)F)(F)F)(F)F)F 4,4,5,5,6,6,7,7,7-nonafluoro-1,2-diphenylheptan-1-one